ClC=1C(=C(C(=CC1)OC)C1=CC(=NC=C1C(=O)NC=1SC(=NN1)C(C(F)(F)F)(F)F)C)F 4-(3-Chloro-2-fluoro-6-methoxyphenyl)-6-methyl-N-(5-(perfluoroethyl)-1,3,4-thiadiazol-2-yl)nicotinamide